OC1=CC(=C(C(=C1)C)NC(=O)C(=O)OC1=C(C=C(C=C1C)O)C)C 4-hydroxy-2,6-dimethylphenyl [(4-hydroxy-2,6-dimethylphenyl)carbamoyl]formate